2-{[(Z)-(dimethylamino)methylidene]amino}-4-methyl-6,7-dihydro-5H-pyrrolo[4,3-b]pyridine-6-carboxylic acid-2-methylpropan-2-yl ester CC(C)(C)OC(=O)N1CC=2C(=NC(=CC2C)\N=C/N(C)C)C1